C(=O)=C(O)C1(CN2C(O1)=NC(=C2)[N+](=O)[O-])C 1-carbonyl-(2-methyl-6-nitro-2,3-dihydroimidazo[2,1-b]oxazol-2-yl)methanol